C(C)(C)(C)OC(=O)N1CCC(CC1)COS(=O)(=O)C.ClC=1C(=CC=C2C=CC=NC12)OC=1C=CC2=C(NC(=N2)C)C1 8-chloro-7-((2-methyl-1H-benzo[d]imidazol-6-yl)oxy)quinolin tert-butyl-4-(((methylsulfonyl)oxy)methyl)-piperidine-1-carboxylate